C1(=CC=CC=2C3=CC=CC=C3CC12)[C@H]([C@@H](C=1OC(NN1)=O)NS(=O)(=O)C1=NC=C(C=C1)Br)C N-((1S,2R)-2-(9H-fluoren-1-yl)-1-(5-oxo-4,5-dihydro-1,3,4-oxadiazol-2-yl)propyl)-5-bromopyridine-2-sulfonamide